1-(4-methoxyphenyl)-2-((5-phenyl-4H-1,2,4-triazol-3-yl)thio)ethan-1-one COC1=CC=C(C=C1)C(CSC1=NN=C(N1)C1=CC=CC=C1)=O